C1(=NC=CC2=CC=CC=C12)C(C)(C)NC([C@H](C)[C@@H]1N(CCC1)C)=O (R)-N-(2-(isoquinolin-1-yl)propan-2-yl)-2-((R)-1-methylpyrrolidin-2-yl)propanamide